C(C)(C)(CC(C)(C)C)C1=CC=C(C=C1)OC(C=1C(O)=CC=CC1)=O salicylic acid 4-tert-octylphenyl ester